2-(4-(methoxymethyl)phenyl)-2-(((1-methyl-1H-pyrazol-4-yl)acetyl)amino)-N-(4-(trimethylsilyl)phenyl)acetamide COCC1=CC=C(C=C1)C(C(=O)NC1=CC=C(C=C1)[Si](C)(C)C)NC(CC=1C=NN(C1)C)=O